C(C)(C)(C)OC(=O)N1C(=NC=C1B(O)O)C (1-(tert-butyloxycarbonyl)-2-methyl-1H-imidazol-5-yl)boronic acid